(2r,3s,5r)-5-(6-amino-2-fluoro-9H-purin-9-yl)-2-ethynyl-2-((2-phenylacetoxy) methyl)-tetrahydrofurane-3-yl 2-phenylacetate C1(=CC=CC=C1)CC(=O)O[C@@H]1[C@](O[C@H](C1)N1C2=NC(=NC(=C2N=C1)N)F)(COC(CC1=CC=CC=C1)=O)C#C